C(C)C(CCCCC)OC(CCCCCCCCN(CCCNC(=O)C=1C=C(C(=O)OC2=C(C(=C(C(=C2F)F)F)F)F)C=C(C1)C(NCCCN(C)C)=O)CCCCCCCCC(OC(CCCCC)CC)=O)=O (2,3,4,5,6-pentafluorophenyl) 3-[3-[bis[9-(1-ethylhexoxy)-9-oxo-nonyl]amino]propylcarbamoyl]-5-[3-(dimethylamino)propylcarbamoyl]benzoate